4-pyridinylalanine N1=CC=C(C=C1)N[C@@H](C)C(=O)O